(phenylsulfonyl)benzenesulfonamide C1(=CC=CC=C1)S(=O)(=O)C1=C(C=CC=C1)S(=O)(=O)N